4-(5-fluoro-2-hydroxypyridin-4-yl)-9-methyl-3,4,7,15-tetraazatricyclo[12.3.1.02,6]Octadecan-1(18),2,5,14,16-pentaen-8-one FC=1C(=CC(=NC1)O)N1N=C2C=3C=CN=C(CCCCC(C(NC2=C1)=O)C)C3